NC1=CC(=NN1CC(=O)N1C[C@@]2(CC1)C1=C(NC(O2)=O)C=CC(=C1F)Cl)C1=CC=C(C=C1)Cl (R)-1'-(2-(5-Amino-3-(4-chlorophenyl)-1H-pyrazol-1-yl)acetyl)-6-chloro-5-fluorospiro[benzo[d][1,3]oxazine-4,3'-pyrrolidin]-2(1H)-one